CC(C)(C)[Si](O[C@H]1[C@@H](CC[C@@H](C1)C(N(C)OC)=O)N(C([O-])=O)C)(C)C N-[(1R,2R,4S)-2-[1,1-dimethylethyl(dimethyl)silyl]oxy-4-[methoxy(methyl) carbamoyl]cyclohexyl]-N-methyl-carbamate